(6-((2-hydroxyethyl) (6-(((nonyloxy) carbonyl) oxy) hexyl) amino) hexyl) heptadec-9-yl carbonate C(OCCCCCCN(CCCCCCOC(=O)OCCCCCCCCC)CCO)(OC(CCCCCCCC)CCCCCCCC)=O